OC1=C(C(=C(C=2C(C3=CC(=CC=C3C(C12)=O)CO)=O)OC)OC)OC 4-hydroxy-1,2,3-trimethoxy-7-hydroxymethylanthraquinone